3-fluoro-N-(2-hydroxy-2-methylpropyl)-4-(piperazin-1-yl)benzamide FC=1C=C(C(=O)NCC(C)(C)O)C=CC1N1CCNCC1